nitrogen vanadium nitrogen 2-(butylthiocarbonylthiothio)propionic acid C(CCC)C(=S)SSC(C(=O)O)C.[N].[V].[N]